(R)-N-(2-chloro-3-(3-chloro-2-(3-methoxy-4-((((5-oxopyrrolidin-2-yl)methyl)amino)methyl)phenyl)pyridin-4-yl)phenyl)-5-(((2-hydroxyethyl)amino)methyl)picolinamide ClC1=C(C=CC=C1C1=C(C(=NC=C1)C1=CC(=C(C=C1)CNC[C@@H]1NC(CC1)=O)OC)Cl)NC(C1=NC=C(C=C1)CNCCO)=O